4-(Cyclopentanesulfonamido)-N-(2-(4,4-difluoropiperidin-1-yl)-6-methylpyrimidin-4-yl)-2-(6-azaspiro[2.5]octan-6-yl)benzamide C1(CCCC1)S(=O)(=O)NC1=CC(=C(C(=O)NC2=NC(=NC(=C2)C)N2CCC(CC2)(F)F)C=C1)N1CCC2(CC2)CC1